N-(2-(1H-imidazol-2-yl)ethyl)-4-(8,9,10,11-tetrahydro-3H-pyrazolo[4,3-a]phenanthridin-7-yl)benzamide N1C(=NC=C1)CCNC(C1=CC=C(C=C1)C1=NC2=CC=C3C(=C2C=2CCCCC12)C=NN3)=O